[3-(2-fluoropyridin-4-yl)pyrrolidine-1-carbonyl]-6-methyl-N-(1-methylcyclopropyl)furo[2,3-d]pyrimidin-4-amine FC1=NC=CC(=C1)C1CN(CC1)C(=O)C=1N=C(C2=C(N1)OC(=C2)C)NC2(CC2)C